N-(4-pyridyl)picolinamide N1=CC=C(C=C1)NC(C1=NC=CC=C1)=O